3-((6-methoxy-2-(pyrrolidin-1-yl)-7-(3-(pyrrolidin-1-yl)prop-1-yn-1-yl)quinazolin-4-yl)amino)tetrahydro-2H-thiopyran 1,1-dioxide COC=1C=C2C(=NC(=NC2=CC1C#CCN1CCCC1)N1CCCC1)NC1CS(CCC1)(=O)=O